C(#N)C(C(=O)N)=CC1=C(C=CC=C1)C 2-cyano-3-(2-tolyl)acrylamide